racemic-4-amino-N-(3-cyano-4-fluorophenyl)-2-methyl-2,4,5,6-tetrahydrocyclopenta[c]pyrrole-1-carboxamide N[C@@H]1CCC2=C(N(C=C21)C)C(=O)NC2=CC(=C(C=C2)F)C#N |r|